methyl (R)-1-((3-methoxypyridin-2-yl)methyl)piperidine-2-carboxylate COC=1C(=NC=CC1)CN1[C@H](CCCC1)C(=O)OC